ethyl (2-tert-butyl-6-cyclobutyl-5,8-dioxo-5,6,7,8-tetrahydro-4H-pyrazolo[1,5-a]pyrrolo[3,4-d]pyrimidin-4-yl)acetate C(C)(C)(C)C1=NN2C(N(C3=C(C2=O)CN(C3=O)C3CCC3)CC(=O)OCC)=C1